5-bromo-2-[(1R*,2S*)-1-hydroxy-1-(3-methoxyphenyl)propan-2-yl]phenol BrC=1C=CC(=C(C1)O)[C@@H]([C@H](C1=CC(=CC=C1)OC)O)C |o1:8,9|